rac-(RS)-2-bromo-4-methyl-4,5,6,7-tetrahydropyrazolo[1,5-a]pyrazine BrC1=NN2C([C@H](NCC2)C)=C1 |r|